CC(C)([Si](OCC(CO[Si](C(C)(C)C)(C1=CC=CC=C1)C1=CC=CC=C1)CCCC=C)(C1=CC=CC=C1)C1=CC=CC=C1)C 2,2,10,10-tetramethyl-6-(pent-4-en-1-yl)-3,3,9,9-tetraphenyl-4,8-dioxa-3,9-disilaundecane